1-(2-Iodo-4-(trifluoromethyl)phenyl)cyclopropane-1-carbonitrile IC1=C(C=CC(=C1)C(F)(F)F)C1(CC1)C#N